The molecule is an alpha-L-Fucp-(1->3)-[beta-D-Galp-(1->4)]-D-GlcpNAc where the glucosamine at the reducing end has beta-configuration at its anomeric centre. Commonly known as Lewis x trisaccharide or Le(x). It has a role as an epitope. C[C@H]1[C@H]([C@H]([C@@H]([C@@H](O1)O[C@@H]2[C@H]([C@@H](O[C@@H]([C@H]2O[C@H]3[C@@H]([C@H]([C@H]([C@H](O3)CO)O)O)O)CO)O)NC(=O)C)O)O)O